COC([C@H](N(C)C([C@@H](N(C)C(=O)OC(C)(C)C)CC(C)C)=O)CCOCC1=CC=CC=C1)=O O-benzyl-N-(N-(tert-butoxycarbonyl)-N-methyl-L-leucyl)-N-methyl-D-homoserine methyl ester